O=C1CN(C(S1)=S)CP(O)(O)=O (5-oxo-(2-thioxothiazolidin-3-yl)methyl)phosphonic acid